2-(4-(5-(trifluoromethyl)pyrimidin-2-yl)piperazin-1-yl)acetaldehyde FC(C=1C=NC(=NC1)N1CCN(CC1)CC=O)(F)F